FC(C=1C=CC(=C(C1)C1=NC(=NC=2CCCCC12)N1CC2(CN(C2)C(C=C)=O)CC1)C)F 1-(6-(4-(5-(difluoromethyl)-2-methylphenyl)-5,6,7,8-tetrahydro-2-quinazolinyl)-2,6-diazaspiro[3.4]octan-2-yl)-2-propen-1-one